N1=CC(=CC=C1)S(=O)(=O)N1CC=C(CC1)N1CC(=CC=C1)O 1-((pyridine-3-sulfonyl)-1,2,5,6-tetrahydropyridin-4-yl)-3-hydroxy-pyridine